NC([C@@](CO)(C)NC(=O)C1=C(OC2=C1C=C(C=C2)C2=NC=C(N=C2)C2CC2)C)=O (S)-N-(1-amino-3-hydroxy-2-methyl-1-oxopropan-2-yl)-5-(5-cyclopropylpyrazin-2-yl)-2-methylbenzofuran-3-carboxamide